COC(C(CCCCN)NC(=O)OC(C)(C)C)=O 6-amino-2-((tert-Butoxycarbonyl)-amino)hexanoic acid (S)-methyl ester